(R)-N-(1-(1-(4-fluorophenyl)-6-methyl-1H-indazol-5-yl)pyrrolidin-3-yl)-1-methyl-1H-pyrazole-4-sulfonamide FC1=CC=C(C=C1)N1N=CC2=CC(=C(C=C12)C)N1C[C@@H](CC1)NS(=O)(=O)C=1C=NN(C1)C